(5S)-8-chloro-N-ethyl-1-[trans-4-(pyridin-2-yloxy)cyclohexyl]-5,6-dihydro-4H-[1,2,4]triazolo[4,3-a][1]benzazepin-5-amine ClC=1C=CC2=C(C[C@@H](CC=3N2C(=NN3)[C@@H]3CC[C@H](CC3)OC3=NC=CC=C3)NCC)C1